C1(=CC=CC=C1)OS(=O)(=O)[O-].[Ag+] silver phenylsulfate